2-(4-cyclopropyl-2-fluoro-phenyl)-4,4,5,5-tetramethyl-1,3,2-dioxaborolane C1(CC1)C1=CC(=C(C=C1)B1OC(C(O1)(C)C)(C)C)F